C1(CC1)C=1N=CN(C1)C1=CC=C2C(=CNC(C2=C1)=O)F 7-(4-cyclopropyl-1H-imidazol-1-yl)-4-fluoroisoquinolin-1(2H)-one